NC1=NC=2N(C=C1C=1N=CN(C1)CC1CC(C1)OC1CCN(CC1)C(=O)OC(C)(C)C)C=C(N2)C2=C(C=CC=C2)O tert-Butyl 4-[3-[[4-[7-amino-2-(2-hydroxyphenyl)imidazo[1,2-a]pyrimidin-6-yl]imidazol-1-yl]methyl]cyclobutoxy]piperidine-1-carboxylate